ClC1=CC(=C2C(=N1)C(N(C2(O)C2=C(C=CC(=C2)F)Cl)CC2=CC=C(C=C2)OC)=O)Cl 2,4-dichloro-5-(2-chloro-5-fluorophenyl)-5-hydroxy-6-(4-methoxybenzyl)-5,6-dihydro-7H-pyrrolo[3,4-b]pyridin-7-one